C(C)OCC(O)CO 1-ethylglycerin